C[C@@H]1N(C2=CC=CC=C2[C@@H](C1)NC1=CC=C(C=C1)C=1C=NN(C1)CCNC(=O)N1CCCCC1)C(CC)=O N-(2-(4-(4-(((2S,4R)-2-methyl-1-propionyl-1,2,3,4-tetrahydroquinolin-4-yl)amino)phenyl)-1H-pyrazol-1-yl)ethyl)piperidine-1-carboxamide